FC=1C=NC(=NC1)C=1C(=C(C=CC1)NC1=C(N=NC(=C1)NC1=NC=CC(=C1)C(C)(C)O)C(=O)NC([2H])([2H])[2H])OC 4-((3-(5-fluoropyrimidin-2-yl)-2-methoxyphenyl)amino)-6-((4-(2-hydroxypropan-2-yl)pyridin-2-yl)amino)-N-(methyl-d3)pyridazine-3-carboxamide